potassium sulfate, potassium salt [K+].S(=O)(=O)([O-])[O-].[K+]